1-(dimethylsulfamoyl)-3-{4-fluoro-5-[(4-fluorophenyl)methoxy]-1-(3-hydroxy-2,2-dimethylpropanoyl)-1H-pyrazol-3-yl}-4-methylpyrrolidine-2-carboxylic acid CN(S(=O)(=O)N1C(C(C(C1)C)C1=NN(C(=C1F)OCC1=CC=C(C=C1)F)C(C(CO)(C)C)=O)C(=O)O)C